2-bromo-N-[5-(3,4-difluorophenoxy)pyrazin-2-yl]propanamide BrC(C(=O)NC1=NC=C(N=C1)OC1=CC(=C(C=C1)F)F)C